tris-(2-diethylamino-ethyl) phosphate P(=O)(OCCN(CC)CC)(OCCN(CC)CC)OCCN(CC)CC